C(C=CC1=CC=CC=C1)N1C(OC[C@H]1C(C)C)=O (R)-3-cinnamyl-4-isopropyloxazolidine-2-one